[5-(2,4-dichlorophenoxy)-1,3-dimethyl-6-oxo-pyridazin-4-yl] 2-methylpropionate CC(C(=O)OC=1C(=NN(C(C1OC1=C(C=C(C=C1)Cl)Cl)=O)C)C)C